The molecule is an isoquinoline alkaloid that is 4,5,6,6a-tetradehydronoraporphin-7-one substituted by a methylenedioxy group across positions 1 and 2, methoxy groups at positions 3 and 11 and a hydroxy group at position 10. Isolated from the roots of Lindera chunii, it exhibits anti-HIV activity. It has a role as a metabolite and a HIV-1 integrase inhibitor. It is an isoquinoline alkaloid, an organic heteropentacyclic compound, a cyclic ketone, a member of phenols, an aromatic ether and an oxacycle. It derives from an aporphine. COC1=C2C(=C3C4=C(C=CC(=C4OC)O)C(=O)C5=NC=CC1=C35)OCO2